CC1CN(CC(N1)C)C=1C(=C2CN(C(C2=CC1)=O)C1C(NC(CC1)=O)=O)F 3-(5-(3,5-dimethylpiperazin-1-yl)-4-fluoro-1-oxoisoindolin-2-yl)piperidine-2,6-dione